3-(3-chloro-5-nitrophenoxy)-1-methylpyrrolidine ClC=1C=C(OC2CN(CC2)C)C=C(C1)[N+](=O)[O-]